S(=O)(=O)(C1=CC=C(C)C=C1)OCCOCCOS(=O)(=O)C1=CC=C(C)C=C1 diethylene glycol ditosylate